N1=CC=C(C2=CC=CC=C12)C=1C=NN2C1N=CC=C2 3-(Quinolin-4-yl)pyrazolo[1,5-a]pyrimidin